[Ca+2].C(CCCCCCCCCCCCCCCCCCCCC)(=O)[O-].C(CCCCCCCCCCCCCCCCCCCCC)(=O)[O-] bis(behenic acid) calcium salt